1-({3-[bis(2-hydroxydodecyl)amino]-2-ethoxypropyl}[2-(4-{3-[bis(2-hydroxydodecyl)amino]-2-ethoxypropyl}piperazin-1-yl)ethyl]amino)dodecan-2-ol OC(CN(CC(CN(CC(CCCCCCCCCC)O)CCN1CCN(CC1)CC(CN(CC(CCCCCCCCCC)O)CC(CCCCCCCCCC)O)OCC)OCC)CC(CCCCCCCCCC)O)CCCCCCCCCC